ClC1=NC=CC(=N1)C1=CN=C2N1C=C(N=C2)C(C(F)(F)F)(C)O 2-[3-(2-chloropyrimidin-4-yl)imidazo[1,2-a]pyrazin-6-yl]-1,1,1-trifluoro-propan-2-ol